CS(=O)(=O)OCC12OCCC(C1)(C2)CNC2=C1C=CN=C(C1=CC=C2)NCC2=C(C=C(C=C2)OC)OC [5-[[[1-[(2,4-dimethoxyphenyl)methylamino]isoquinolin-5-yl]amino]methyl]-2-oxabicyclo[3.1.1]heptan-1-yl]methyl methanesulfonate